C1(=CC=CC=C1)C1=CC=C(C=C1C(C)(C)C)O 4-phenyl-5-tert-butylphenol